COCCOCCOCC(=O)Cl 2-(2-methoxyethoxyethoxy)acetyl chloride